ethyl 2-(4-oxo-6-(3-(4-(trifluoromethoxy)phenyl)ureido)quinazolin-3(4H)-yl)acetate O=C1N(C=NC2=CC=C(C=C12)NC(=O)NC1=CC=C(C=C1)OC(F)(F)F)CC(=O)OCC